perfluorophenyl (R)-3-(2,2,5,5-tetramethyl-1,3-dioxane-4-carboxamido)propanoate CC1(OCC([C@@H](O1)C(=O)NCCC(=O)OC1=C(C(=C(C(=C1F)F)F)F)F)(C)C)C